3-bromo-4-chloro-1H-pyrrolo[2,3-b]Pyridine-5-carbonitrile BrC1=CNC2=NC=C(C(=C21)Cl)C#N